ClC1=CC=C(C=C1)C(=C(SCC)SCC)C(\C=C\C1=CC=C(C=C1)OC)=O (E)-2-(4-chlorophenyl)-1,1-bis(ethylsulfanyl)-5-(4-methoxyphenyl)penta-1,4-dien-3-one